C(C1=CC=CC=C1)OC1=CC(=NC2=CC=[N+](C=C12)[O-])C1=C(C=C(C=C1C)C(C)(C)C)OC1=C(C=C(C=C1)F)OC 4-benzyloxy-2-[4-tert-butyl-2-(4-fluoro-2-methoxy-phenoxy)-6-methyl-phenyl]-6-oxido-1,6-naphthyridin-6-ium